(2-((tert-butyldimethylsilyl)oxy)ethyl)-7-chloro-8-fluoro-5-methoxy-2-(methylthio)pyrido[4,3-d]pyrimidin-4-amine [Si](C)(C)(C(C)(C)C)OCCNC=1C2=C(N=C(N1)SC)C(=C(N=C2OC)Cl)F